2,2-dimethyl-3-(3-methylphenyl)benzene-1-ol CC1(C(C=CC=C1C1=CC(=CC=C1)C)O)C